CN1C(N(C=2N=C(N(C2C1=O)C)S(=O)(=O)CC=1C=NC=CC1)C)=O 1,3,7-trimethyl-8-(pyridin-3-ylmethyl-sulfonyl)-1H-purine-2,6(3H,7H)-dione